C(C)(C)(C)OC(=O)N/C(/N1[C@@H](CCC1)C1=NC(=NO1)C1=CC2=CC=C(C=C2C=C1)OCCC1=C(C=CC=C1)C(F)(F)F)=N/C(OC(C)(C)C)=O Tert-butyl (S,Z)-(((tert-butoxycarbonyl)amino)(2-(3-(6-(2-(trifluoromethyl)phenethoxy)naphthalen-2-yl)-1,2,4-oxadiazol-5-yl)pyrrolidin-1-yl)methylene)carbamate